C(CCC)C1=CC=C(C=C1)C#CC1=CC=C(N)C=C1 4-((4-butylphenyl)ethynyl)aniline